FC=1C(=CC2=C(OC(C(N2C)=O)(C)C)C1)C(=O)NC1=NC(=CC=C1)C1=NN=CN1C(C)C 7-fluoro-N-(6-(4-isopropyl-4H-1,2,4-triazol-3-yl)pyridin-2-yl)-2,2,4-trimethyl-3-oxo-3,4-dihydro-2H-benzo[b][1,4]oxazine-6-carboxamide